p-vinyl-4-acetoxy-3,5-di-tert-butylbenzene C(=C)C1(C(C=CC=C1C(C)(C)C)C(C)(C)C)OC(C)=O